C(C)(C)(C)OC(C(C)(C)N1C(NC2=C(C1=O)C(=CS2)C)=O)=O 3-(1-(tert-butoxy)-2-methyl-1-oxopropan-2-yl)-5-methyl-2,4-dioxo-3,4-dihydrothieno[2,3-d]pyrimidin